C1(=CC=CC=C1)N(C(=O)OCC1CCC(CC1)COCC(=O)O)C1=NC=C(C=C1)C(F)(F)F 2-(((1r,4r)-4-((phenyl(5-(trifluoromethyl)pyridin-2-yl)carbamoyl-oxy)methyl)cyclohexyl)methoxy)acetic acid